C(#N)CCC(CC#N)C=1NC=C[NH+]1 1-(2-cyanoethyl)-2-cyanoethylimidazolium